6-(trifluoromethyl)-1-(3-(trifluoromethyl)phenyl)-2,3-dihydro-1H-imidazo[1,2-b]pyrazole-7-carboxylic Acid FC(C=1C(=C2N(N1)CCN2C2=CC(=CC=C2)C(F)(F)F)C(=O)O)(F)F